C(=O)=O Carbon-di-Oxide